ClC1=C(C=C(C=C1)C1=CC(=CC=C1)S(=O)(=O)C)C(=O)NCC=1N=NN(C1)C1=NC=CC(=C1)Cl 4-chloro-N-((1-(4-chloropyridin-2-yl)-1H-1,2,3-triazol-4-yl)methyl)-3'-(methanesulfonyl)-[1,1'-biphenyl]-3-carboxamide